C(#N)C1=CC(=C(C=C1)COC1=CC=CC(=N1)N1CCC(CC1)=CC1=NC=2C(=NC(=CC2)C(=O)OC(C)(C)C)N1C[C@H]1OCC1)F tert-butyl 2-[[1-[6-[(4-cyano-2-fluoro-phenyl) methoxy]-2-pyridyl]-4-piperidylidene]methyl]-3-[[(2S)-oxetan-2-yl]methyl]imidazo[4,5-b]pyridine-5-carboxylate